COC(CCCCCCCC(C=CC=CCC=CCC)O)=O 9-hydroxy-10,12,15-octadecatrienoic acid methyl ester